The molecule is a quercetin O-glucoside in which quercetin is attached to a alpha-L-arabinofuranosyl group at position 3 via a glycosidic linkage while the hydroxy group at position 5 is replaced by a galloyl group. Isolated from the young leaves of Calycolpus warscewiczianus, it exhibits activity against a chloroquine-resistant strain of Plasmodium falciparum. It has a role as a metabolite and an antiplasmodial drug. It is a glycosyloxyflavone, a trihydroxyflavone, an alpha-L-arabinofuranoside and a monosaccharide derivative. It derives from a gallic acid. C1=CC(=C(C=C1C2=C(C(=O)C3=C(C=C(C=C3O2)O)C(=O)C4=CC(=C(C(=C4)O)O)O)O[C@H]5[C@@H]([C@H]([C@@H](O5)CO)O)O)O)O